N1C=NC2=C1C=C(C=C2)C#N 1H-benzo[d]-imidazole-6-carbonitrile